3-(4-((5-Chloro-2-((5-ethyl-2-methoxy-4-(4-(4-methylpiperazin-1-yl)piperidin-1-yl)phenyl)amino)pyrimidin-4-yl)amino)-3-(dimethylphosphoryl)phenyl)pyridin ClC=1C(=NC(=NC1)NC1=C(C=C(C(=C1)CC)N1CCC(CC1)N1CCN(CC1)C)OC)NC1=C(C=C(C=C1)C=1C=NC=CC1)P(=O)(C)C